(S)- and (R)-2-((2-(1H-benzo[d]imidazol-1-yl)ethyl)amino)-1-(1H-indol-3-yl)-2-phenylethan-1-one N1(C=NC2=C1C=CC=C2)CCN[C@H](C(=O)C2=CNC1=CC=CC=C21)C2=CC=CC=C2 |r|